1-BENZYL-1-(1-HEXYLPIPERIDIN-4-YL)-3-(3-(TRIFLUOROMETHYL)PHENYL)UREA C(C1=CC=CC=C1)N(C(=O)NC1=CC(=CC=C1)C(F)(F)F)C1CCN(CC1)CCCCCC